bis(3,5-dimethyl-4-maleimido-phenyl)methane CC=1C=C(C=C(C1N1C(C=CC1=O)=O)C)CC1=CC(=C(C(=C1)C)N1C(C=CC1=O)=O)C